3-methoxy-3-methylbutyl ((perfluorophenoxy)(phenoxy)phosphoryl)-L-alaninate FC1=C(OP(=O)(OC2=CC=CC=C2)N[C@@H](C)C(=O)OCCC(C)(C)OC)C(=C(C(=C1F)F)F)F